CN([C@@H]([C@@H](C)OC1=C2C(=NC=NC2=CC(=C1)C=1C=NN(C1)C)NC=1C(=C2C=CC=NC2=CC1)F)C)C 5-(((2R,3R)-3-(dimethylamino)butan-2-yl)oxy)-N-(5-fluoroquinolin-6-yl)-7-(1-methyl-1H-pyrazol-4-yl)quinazolin-4-amine